OC1=C(C(=CC(=C1S(=O)(=O)NC(C1=CC=CC=C1)=O)CCCCC)O)C1C(CCC(=C1)C)C(=C)C N-((2,6-dihydroxy-5'-methyl-4-pentyl-2'-(prop-1-en-2-yl)-1',2',3',4'-tetrahydro-[1,1'-biphenyl]-3-yl)sulfonyl)benzamide